C(C)N(C1=CC=C(C=C1)C)CCO N-ethyl-N-(2-hydroxy-ethyl)-p-toluidine